phenol, ammonium salt [NH4+].C1(=CC=CC=C1)O